O=C1N(CC2=CC(=CC=C12)C1CCN(CC1)CC=1C=NC(=NC1)N1CCCC1)C1C(NC(CC1)=O)=O 3-(1-oxo-5-(1-((2-(pyrrolidin-1-yl)pyrimidin-5-yl)methyl)piperidin-4-yl)isoindolin-2-yl)piperidine-2,6-dione